Bipyridyl formate C(=O)O.N1=C(C=CC=C1)C1=NC=CC=C1